(2S)-N-(4-Amino-3,4-dioxo-1-((S)-2-oxopyrrolidin-3-yl)butan-2-yl)-2-((E)-3-(2,4-dichlorophenyl)acrylamido)-4,4-dimethylpentanamid NC(C(C(C[C@H]1C(NCC1)=O)NC([C@H](CC(C)(C)C)NC(\C=C\C1=C(C=C(C=C1)Cl)Cl)=O)=O)=O)=O